FC1=C(C=CC(=C1)C1=NN(C=N1)C1=CC=C(C=C1)OCC(F)(F)F)NC(=O)\N=C\1/SCC(N1C1=C(C=CC(=C1)C)C(C)C)=O (Z)-1-(2-fluoro-4-(1-(4-(2,2,2-trifluoroethoxy)phenyl)-1H-1,2,4-triazol-3-yl)phenyl)-3-(3-(2-isopropyl-5-methylphenyl)-4-oxothiazolidin-2-ylidene)urea